allylchloro(1,3-bis(2,6-diisopropylphenyl)imidazol-2-ylidene)palladium (II) C(C=C)[Pd-2](=C1N(C=CN1C1=C(C=CC=C1C(C)C)C(C)C)C1=C(C=CC=C1C(C)C)C(C)C)Cl